((2S,3R,4R)-2,3-dimethyl-4-((5-methylpyrazin-2-yl)amino)-6-(tetrahydro-2H-pyran-4-yl)-3,4-dihydroquinolin-1(2H)-yl)ethanone C[C@@H]1N(C2=CC=C(C=C2[C@@H]([C@H]1C)NC1=NC=C(N=C1)C)C1CCOCC1)C(C)=O